N1=C(C=CC=C1)C(=O)N1CCC(=CC1)C#C[Si](C)(C)C Pyridin-2-yl-(4-((trimethylsilyl)ethynyl)-3,6-dihydropyridin-1(2H)-yl)methanone